FS(CC(C1=CC=CC=C1)(C1=CC=CC=C1)OCCCC#C)(F)(F)(F)F Pentafluoro-(2-(pent-4-yn-1-yloxy)-2,2-diphenylethyl)-λ6-sulphane